6-chloro-2H-benzo[d][1,3]oxazine-2,4(1H)-dione ClC1=CC2=C(NC(OC2=O)=O)C=C1